3'-(ethane-1,2-diylbis(5-carbamoyl-1H-benzo[d]imidazole-1,2-diyl))bis(7-fluoro-4-methoxybenzo[b]thiophene-2-carboxylic acid) C(CN1C(=NC2=C1C=CC(=C2)C(N)=O)C=2C1=C(SC2C(=O)O)C(=CC=C1OC)F)N1C(=NC2=C1C=CC(=C2)C(N)=O)C=2C1=C(SC2C(=O)O)C(=CC=C1OC)F